[N].F[C].[La].[Ag].[Al].[Li] lithium aluminum silver lanthanum fluorocarbon nitrogen